1-(3-((4-(2,4-difluorobenzyloxy)-3-bromo-6-methyl-2-oxopyridin-1(2H)-yl)methyl)benzyl)-3-methylurea FC1=C(COC2=C(C(N(C(=C2)C)CC=2C=C(CNC(=O)NC)C=CC2)=O)Br)C=CC(=C1)F